2-(3,4-Dimethoxyphenyl)-7-[4-(ethylamino)piperidin-1-yl]-9-methyl-4H-pyrido[1,2-a]pyrimidin-4-one COC=1C=C(C=CC1OC)C=1N=C2N(C(C1)=O)C=C(C=C2C)N2CCC(CC2)NCC